(2R,3R,4S)-2-(6-Amino-2-(furan-2-yl)-8-(hex-1-yn-1-yl)-9H-purin-9-yl)tetrahydrothiophene-3,4-diol NC1=C2N=C(N(C2=NC(=N1)C=1OC=CC1)[C@@H]1SC[C@H]([C@H]1O)O)C#CCCCC